ClC=1C(=CC(=C(C(=O)O)C1)NC1=C(C=NC2=CC=C(C=C12)Cl)S(=O)(=O)N1CCSCC1)C 5-chloro-2-[(6-chloro-3-thiomorpholinosulfonyl-4-quinolyl)amino]-4-methyl-benzoic acid